3-oxo-2,3-dihydropyridazine-4-formamide O=C1NN=CC=C1C(=O)N